(4-(methylcarbamoyl)benzyl)-1H-indazole-3-carboxamide CNC(=O)C1=CC=C(CN2N=C(C3=CC=CC=C23)C(=O)N)C=C1